C(CCCCCCCCCCC)S(=O)(=O)O.C(C)(=O)O acetic acid, dodecylsulfonic acid salt